C1(=CC=CC=C1)OC(NC=1N(N=C(C1)C(C)(C)C)C)=O (5-tert-butyl-2-methyl-2H-pyrazol-3-yl)-carbamic acid phenyl ester